THIENOPYRIMIDINONE N1=CN=CC2=C1C=CS2=O